C(C)OC(C)N1N=CC(=C1)C1=C(C=2N(C=N1)N=C(N2)NC2CCN(CC2)C(=O)OC(C)(C)C)OC(C)C Tert-butyl 4-({7-[1-(1-ethoxyethyl)pyrazol-4-yl]-8-isopropoxy-[1,2,4]triazolo[1,5-c]pyrimidin-2-yl}amino)piperidine-1-carboxylate